4-(3-tert-butyl-1H-pyrazol-5-yl)-5-chloro-N2-(1-phenylethyl)pyrimidine-2,4-diamine C(C)(C)(C)C1=NNC(=C1)C1(NC(=NC=C1Cl)NC(C)C1=CC=CC=C1)N